borate sodium salt [Na+].B([O-])([O-])[O-].[Na+].[Na+]